3-(bis(2-((tert-butyldimethylsilyl)oxy)dodecyl)amino)propyl (tert-butoxycarbonyl)-L-phenylalaninate C(C)(C)(C)OC(=O)N[C@@H](CC1=CC=CC=C1)C(=O)OCCCN(CC(CCCCCCCCCC)O[Si](C)(C)C(C)(C)C)CC(CCCCCCCCCC)O[Si](C)(C)C(C)(C)C